2-propoxy-propanol C(CC)OC(CO)C